(3-chlorophenyl)-4-(3'-(4,6-diphenyl-1,3,5-triazin-2-yl)-5'-(naphthalen-2-yl)-[1,1'-biphenyl]-4-yl)-6-phenyl-1,3,5-triazine ClC=1C=C(C=CC1)C1=NC(=NC(=N1)C1=CC=C(C=C1)C1=CC(=CC(=C1)C1=CC2=CC=CC=C2C=C1)C1=NC(=NC(=N1)C1=CC=CC=C1)C1=CC=CC=C1)C1=CC=CC=C1